decahydro-2-hydroxy-1H-benz[f]isoindole-1,3(2H)-dione ON1C(C2CC3C(CC2C1=O)CCCC3)=O